C[NH2+]CCNC(=N)N N-methyl-N-(2-guanidino)ethylammonium